FCC12CC(C1)(C2)NC(OC2=CC=CC=C2)=O phenyl (3-(fluoromethyl) bicyclo[1.1.1]pentan-1-yl)carbamate